3-(3-(4-((3,5,6-trifluoropyridin-2-yl)oxy)benzyl)isoxazol-5-yl)pyridin-2-amine FC=1C(=NC(=C(C1)F)F)OC1=CC=C(CC2=NOC(=C2)C=2C(=NC=CC2)N)C=C1